1,1,1,2-tetrafluoro-2-propene FC(C(=C)F)(F)F